(S)-4-(1-(5-((5-(difluoromethoxy)-1H-pyrazol-3-yl)amino)-3H-[1,2,3]triazolo[4,5-b]pyridin-3-yl)ethyl)tetrahydro-2H-pyran-4-ol FC(OC1=CC(=NN1)NC1=CC=C2C(=N1)N(N=N2)[C@@H](C)C2(CCOCC2)O)F